4-chloro-6-methoxy-7-(3-methoxypropoxy)quinoline-3-carbonyl chloride ClC1=C(C=NC2=CC(=C(C=C12)OC)OCCCOC)C(=O)Cl